tert-butyl amino-1H-pyrazole-1-carboxylate NC1=NN(C=C1)C(=O)OC(C)(C)C